4-(4-(Cyclopropylmethyl)-2,6-dihydroxyphenyl)-1-ethyl-5-methylindolin-2-one C1(CC1)CC1=CC(=C(C(=C1)O)C1=C2CC(N(C2=CC=C1C)CC)=O)O